C(C)OC(=O)C1=NN(C=C1C=O)C1=NC=C(C(=C1)OC)C#N 1-(5-cyano-4-methoxypyridin-2-yl)-4-formyl-1H-pyrazole-3-carboxylic acid ethyl ester